(R,Z)-1-(4-acetyl-3-(3-chloro-5-(5-fluoropyrimidin-2-yl)phenyl)piperazin-1-yl)-3-chloroprop-2-en-1-one C(C)(=O)N1[C@@H](CN(CC1)C(\C=C/Cl)=O)C1=CC(=CC(=C1)C1=NC=C(C=N1)F)Cl